5-bromo-8,9-dihydropyrazino[1',2':1,5]pyrrolo[2,3-d]pyrimidin-4-amine BrC1=C2N(C=3N=CN=C(C31)N)CCN=C2